N[C@H]1[C@H](CCCC1)C1=C(C2=CC=CC3=CC=CC1=C23)C(=O)Cl (1R,2R)-2-aminocyclohexyl-acenaphthylene-2-carbonyl chloride